5-methyl-3-(ethoxymethyl)phenylacetyl chloride CC=1C=C(C=C(C1)CC(=O)Cl)COCC